1-isopropyl-5-methyl-4-(4,4,5,5-tetramethyl-1,3,2-dioxaborolan-2-yl)pyrazole C(C)(C)N1N=CC(=C1C)B1OC(C(O1)(C)C)(C)C